OC(CCN1N=C2C=C(C(=CC2=C1)NC(C1=CC(C(=O)N)=CC=C1)=O)N1CCSCC1)(C)C N-(2-(3-hydroxy-3-methylbutyl)-6-thiomorpholino-2H-indazol-5-yl)isophthalamide